OC(C)(C)C=1C(=CC2=CN(N=C2C1)CCCOCC(F)(F)F)NC(=O)C1=NC(=CC=C1)C(F)(F)F N-{6-(2-hydroxypropan-2-yl)-2-[3-(2,2,2-trifluoroethoxy)propyl]-2H-indazol-5-yl}-6-(trifluoromethyl)pyridine-2-carboxamide